CS(=NC(=O)C1=CN(C=C1)C1=CC=C(C=C1)C1=NOC(=N1)C(F)(F)F)(=O)C N-(dimethyl(oxo)-λ6-sulfanylidene)-1-(4-(5-(trifluoromethyl)-1,2,4-oxadiazol-3-yl)phenyl)-1H-pyrrole-3-carboxamide